tert-butyl 3-(2-methoxy-2-oxoethyl)indole-1-carboxylate COC(CC1=CN(C2=CC=CC=C12)C(=O)OC(C)(C)C)=O